4-((5-(3-(2,2-difluoroethyl)-2-methyl-3H-imidazo[4,5-b]pyridin-5-yl)-7H-pyrrolo[2,3-d]pyrimidin-2-yl)amino)-1-ethylcyclohexan-1-ol FC(CN1C(=NC=2C1=NC(=CC2)C2=CNC=1N=C(N=CC12)NC1CCC(CC1)(O)CC)C)F